N(=[N+]=[N-])[C@@]1(C[C@H](O)[C@@H](CO)O1)N1C=NC=2C(N)=NC=NC12 azido-2'-deoxyadenosine